C(C)(=O)O[C@H]1C[C@H]([C@@]2(CC[C@H]3[C@@H](C[C@@H](C[C@@H]3[C@H]2C1=O)C1=COC=C1)O)C)C(=O)OC methyl (1R,3S,4aR,4bS,6R,8R,8aR,10aR)-3-acetoxy-6-(furan-3-yl)-8-hydroxy-10a-methyl-4-oxotetradecahydrophenanthrene-1-carboxylate